nitrogen monohydrate O.[N]